chloro-N-(2-methyl-4-(2-((1-methyl-1H-pyrazol-4-yl)amino)pyrimidin-4-yl)phenyl)acetamide ClCC(=O)NC1=C(C=C(C=C1)C1=NC(=NC=C1)NC=1C=NN(C1)C)C